O.O.O.[Sn](Cl)(Cl)(Cl)Cl tin tetrachloride trihydrate